N=1C(C=CC1)C(=O)O 2H-PYRROLE-2-CARBOXYLIC ACID